3-(3-(1-(4-methoxybenzyl)-6-oxo-5-(trifluoromethyl)-1,6-dihydropyridazin-3-yl)piperidin-1-yl)propanoic acid COC1=CC=C(CN2N=C(C=C(C2=O)C(F)(F)F)C2CN(CCC2)CCC(=O)O)C=C1